COC1=C(NC=2C(=NC(=C(N2)NC)C=2C3=C(C=NC2)N(C=N3)C)C(=O)N)C=CC(=C1)N1CCOCC1 3-(2-methoxy-4-morpholino-anilino)-5-(methylamino)-6-(3-methylimidazo[4,5-c]pyridin-7-yl)pyrazine-2-carboxamide